(2R,3S)-N-(2-amino-3-fluoro-4-((4-(trifluoromethyl)benzyl)amino)phenyl)-2,3-difluorodecanamide NC1=C(C=CC(=C1F)NCC1=CC=C(C=C1)C(F)(F)F)NC([C@H]([C@H](CCCCCCC)F)F)=O